C(CCCCCC\C=C/C\C=C/CCCCC)C(O[Si](OCCCCCCN(CCO)CCO)(C)C)OC\C=C(\CC\C=C(\CCC=C(C)C)/C)/C (16E,20E)-13-((8Z,11Z)-heptadeca-8,11-dien-1-yl)-3-(2-hydroxyethyl)-11,11,17,21,25-pentamethyl-10,12,14-trioxa-3-aza-11-silahexacosa-16,20,24-trien-1-ol